Cl.N[C@@H]1[C@@H](OCC12CCN(CC2)C=2N=C(C(=NC2CO)SC2=C(C=1N(C=C2)C=C(N1)C1=CC=C(OCC(=O)O)C=C1)Cl)C)C 2-(4-(7-((5-((3S,4S)-4-amino-3-methyl-2-oxa-8-azaspiro[4.5]decan-8-yl)-6-(hydroxymethyl)-3-methylpyrazin-2-yl)thio)-8-chloroimidazo[1,2-a]pyridin-2-yl)phenoxy)acetic acid hydrochloride